chloro-1',2',4,5-tetrahydro-2H-spiro[furan-3,3'-pyrrolo[3,2-b]pyridine] ClN1CC2(C3=NC=CC=C31)COCC2